3-[4-(3-nitrophenyl)-3,6-dioxo-1-phenyl-2,5-diazaoct-7-yn-5-yl]benzoic acid methyl ester COC(C1=CC(=CC=C1)N(C(C(NCC1=CC=CC=C1)=O)C1=CC(=CC=C1)[N+](=O)[O-])C(C#C)=O)=O